6-chloro-4-(methyl-d3)pyridazine-3-amine ClC1=CC(=C(N=N1)N)C([2H])([2H])[2H]